ethyl-8-{2-[l-1-(dimethylamino)nonadecyl]cyclopropyl}octanoate C(C)OC(CCCCCCCC1C(C1)C(CCCCCCCCCCCCCCCCCC)N(C)C)=O